2-[[2-(3,3-difluorocyclobutyl)acetyl]amino]-4-[2-phenoxyethyl-[4-(5,6,7,8-tetrahydro-1,8-naphthyridin-2-yl)butyl]amino]butanoic acid FC1(CC(C1)CC(=O)NC(C(=O)O)CCN(CCCCC1=NC=2NCCCC2C=C1)CCOC1=CC=CC=C1)F